ClC1=C(C=CC=C1C1=C(C(=NC=C1)C1=CC(=C(C=C1)CNCC1NC(CC1)=O)OC)Cl)NC=1C(=C(CN2CC3(C2)NC(CC3)=O)C=CC1)F 2-(3-((2-chloro-3-(3-chloro-2-(3-methoxy-4-((((5-oxopyrrolidin-2-yl)methyl)amino)methyl)phenyl)pyridin-4-yl)phenyl)amino)-2-fluorobenzyl)-2,5-diazaspiro[3.4]octan-6-one